COC(=O)C1(CCCC2=CC=CC=C12)Br 1-bromo-1,2,3,4-tetrahydronaphthalene-1-carboxylic acid methyl ester